2-methylnicotinate CC1=C(C(=O)[O-])C=CC=N1